4-Amino-1-isopropyl-1H-pyrazole-3-carboxylic Acid Methyl Ester COC(=O)C1=NN(C=C1N)C(C)C